5-(aminosulphonyl)-4-chloro-2-[(2-furanyl-methyl)amino]benzoic acid NS(=O)(=O)C=1C(=CC(=C(C(=O)O)C1)NCC=1OC=CC1)Cl